5-[2(R)-aminopropyl]-1-[3-(benzoyloxy)propyl]-7-cyano-indoline N[C@@H](CC=1C=C2CCN(C2=C(C1)C#N)CCCOC(C1=CC=CC=C1)=O)C